FC1=C(C(=CC=C1)OC)C1=NC=CC2=C1CN(C2=O)C2=NC(=NC(=C2)C)N[C@@H]2CNCC2 4-(2-fluoro-6-methoxyphenyl)-2-(6-methyl-2-(((S)-pyrrolidin-3-yl)amino)pyrimidin-4-yl)-2,3-dihydro-1H-pyrrolo[3,4-c]pyridin-1-one